Octanoylcarnitine CCCCCCCC(=O)O[C@H](CC(=O)O)C[N+](C)(C)C